FC1(CCC2=C1N=C(N=C2C2=CC=C1[C@H](COCC1=C2)NS(=O)(=O)C)N2[C@H]([C@@H](C2)F)C)F N-((R)-7-(7,7-difluoro-2-((2S,3R)-3-fluoro-2-methylazetidin-1-yl)-6,7-dihydro-5H-cyclopenta[d]pyrimidin-4-yl)isochroman-4-yl)methanesulfonamide